CC(CC#N)(C(=O)N1OCC[C@H]1C1=NC=C(N=C1)C)C 3,3-dimethyl-4-[(3S)-3-(5-methylpyrazin-2-yl)-1,2-oxazolidin-2-yl]-4-oxobutanenitrile